tertbutyl 3-(5-(dimethoxymethyl)pyridin-3-yl)-4-oxopiperidine-1-carboxylate COC(C=1C=C(C=NC1)C1CN(CCC1=O)C(=O)OC(C)(C)C)OC